COC(=O)C=1C=C2C=C(N(C2=CC1)CCN(C)C)CC1=C(C=C(C=C1)Cl)C(F)(F)F 2-(4-chloro-2-(trifluoromethyl)benzyl)-1-(2-(dimethylamino)ethyl)-1H-indole-5-carboxylic acid methyl ester